epoxycresol C1(=C2C(=CC=C1O)O2)C